N1=CC(=CC=C1)/C=C/CC(=O)NC1=CC=C(C(=O)NC2=C(C=CC=C2)N)C=C1 4-((E)-4-(pyridin-3-yl)but-3-enamido)-N-(2-aminophenyl)benzamide